COC(=O)[C@H]1NC(CNC1)=O (S)-6-oxopiperazine-2-carboxylic acid methyl ester